C(=O)([O-])C(O)C(O)C(=O)[O-].[K+].[Sb+3].C(=O)([O-])C(O)C(O)C(=O)[O-] ANTIMONY POTASSIUM TARTRATE